1-bromo-5-fluoro-2,4-bis(methoxymethoxy)benzene BrC1=C(C=C(C(=C1)F)OCOC)OCOC